ClC1=C(CC2=NC3=C(N2CCOC)C=C(C=C3)C(=O)OC)C=CC(=C1)C1=NC(=CC=C1)OCC1=C(C=C(C=C1)C#N)F methyl 2-(2-chloro-4-(6-((4-cyano-2-fluorobenzyl)oxy)pyridin-2-yl)benzyl)-1-(2-methoxyethyl)-1H-benzo[d]imidazole-6-carboxylate